The molecule is a monohydroxy-5beta-cholanic acid with a beta-hydroxy substituent at position 3. The 3beta-hydroxy epimer of lithocholic acid. It has a role as a human metabolite, a rat metabolite and a xenobiotic metabolite. It is a bile acid, a 3beta-hydroxy steroid, a monohydroxy-5beta-cholanic acid and a C24-steroid. It is a conjugate acid of an isolithocholate. C[C@H](CCC(=O)O)[C@H]1CC[C@@H]2[C@@]1(CC[C@H]3[C@H]2CC[C@H]4[C@@]3(CC[C@@H](C4)O)C)C